2-naphthyl-benzaldehyde C1=C(C=CC2=CC=CC=C12)C1=C(C=O)C=CC=C1